tetrahydrothiopyran-4-ylboronic acid S1CCC(CC1)B(O)O